prop-1-en-2-yl-4-propyl-[1,1'-biphenyl]-3-sulfonamide C=C(C)C1=C(C=CC(=C1S(=O)(=O)N)CCC)C1=CC=CC=C1